ClC=1C(=CC2=C(C[C@@](O2)([C@H]2NCCC2)C2=CC=CC=C2)C1)F (S)-5-chloro-6-fluoro-2-phenyl-2-((S)-pyrrolidin-2-yl)-2,3-dihydrobenzofuran